Iodomethyl Pentanoate C(CCCC)(=O)OCI